ethyl (2r,4s)-2-[4-(1-methyl-1H-pyrazol-5-yl)piperidin-1-yl]-6-azaspiro[3.4]octane-6-carboxylate citrate monohydrate O.C(CC(O)(C(=O)O)CC(=O)O)(=O)O.CN1N=CC=C1C1CCN(CC1)C1CC2(C1)CN(CC2)C(=O)OCC